benzyl (1R,5S,8r)-8-(hydroxymethyl)-3-azabicyclo[3.2.1]octane-3-carboxylate OCC1[C@@H]2CN(C[C@H]1CC2)C(=O)OCC2=CC=CC=C2